FC(C1=CC(=NC=C1C1=NC(=NC(=N1)N1CCOCC1)N1CCNCC1)N)F 4-(difluoromethyl)-5-(4-morpholino-6-(piperazin-1-yl)-1,3,5-triazin-2-yl)pyridin-2-amine